ClC1=NNC(=C1)C 3-chloro-5-methyl-1H-pyrazol